ClC1=C(C=CC=C1F)C1=NCC2COCCN2C1 7-(2-Chloro-3-fluorophenyl)-1,3,4,6,9,9a-hexahydropyrazino[2,1-c][1,4]oxazine